OC[C@H]([C@@H]([C@H](\C=C\CCCCCCCCCCCC)NC(C(Cl)(Cl)Cl)=O)NC(C(Cl)(Cl)Cl)=O)O N,N'-[(2S,3R,4S,E)-1,2-Dihydroxyoctadec-5-en-3,4-diyl]bis(trichloroacetamide)